FC=1C=C(C=C(C1)C(F)(F)F)C1=CC(=C(C(=N1)N)N)N(C)CC1(CCCC1)COC 6-[3-Fluoro-5-(trifluoromethyl)phenyl]-N4-{[1-(methoxymethyl)cyclopentyl]methyl}-N4-methylpyridin-2,3,4-triamine